C1(CCCCC1)/C=C/C(=O)O (E)-3-cyclohexylacrylic acid